ClCC1=C(C=CC=C1)Br 2-chloromethylbromobenzene